C(C)C(CC1CCN2C1=NC=1C=CC(=CC1C2=O)C)CC 3-(2-ethylbutyl)-7-methyl-2,3-dihydropyrrolo[2,1-b]quinazolin-9(1H)-one